COS(=O)(=O)[O-].FC1=CC=C(C=C1)S(=O)(=O)C=1C=C(C(=CC1)C1=CC=C(C=C1)S(=O)(=O)C1=CC=C(C=C1)F)C=CC(=O)OCC[N+](C)(C)C 4,4'-bis(4-fluorophenylsulfonyl)biphenylacryloyloxyethyl-trimethyl-ammonium methyl-sulfate